CN1C2CN(CC1CC2)C2=C(C=C(C=C2)NC=2N=CC1=C(N2)N(C(=C1)C1CC1)C1=CC=CC(=N1)N=S(=O)(C)C)F ((6-(2-((4-(8-methyl-3,8-diazabicyclo[3.2.1]octan-3-yl)-3-fluorophenyl)amino)-6-cyclopropyl-7H-pyrrolo[2,3-d]pyrimidin-7-yl)pyridin-2-yl)imino)dimethyl-λ6-sulfanone